2-(4-cyclopropyl-6-methoxypyrimidin-5-yl)-5-methyl-8-(4-(1-methyl-4-(trifluoromethyl)-1H-imidazol-2-yl)benzyl)-5,8-dihydropteridine-6,7-dione C1(CC1)C1=NC=NC(=C1C1=NC=2N(C(C(N(C2C=N1)C)=O)=O)CC1=CC=C(C=C1)C=1N(C=C(N1)C(F)(F)F)C)OC